C1(CC1)C1=NC=NC(=C1C1=CN=C2C(=N1)N(N=C2)CC2=CC=C(C=C2)N2N=C(C=C2C)C(F)(F)F)OC 6-(4-Cyclopropyl-6-methoxypyrimidin-5-yl)-1-(4-(5-methyl-3-(trifluoromethyl)-1H-pyrazol-1-yl)benzyl)-1H-pyrazolo[3,4-b]pyrazine